3',5-Dichloro-4'-methyl-3-phenyl-salicylanilide ClC=1C=C(NC(C=2C(O)=C(C=C(C2)Cl)C2=CC=CC=C2)=O)C=CC1C